CC([C@@H](C(=O)N1C[C@H]2[C@@H]([C@H]1C(=O)O)CCC2)NC(C(F)(F)F)=O)(C)C (3S,3aS,6aR)-2-[(2S)-3,3-dimethyl-2-[(2,2,2-trifluoroacetyl)amino]butanoyl]-3,3a,4,5,6,6a-hexahydro-1H-cyclopenta[c]pyrrole-3-carboxylic acid